((2-Chloro-4-(3-fluoro-2-methoxyphenoxy)phenyl)(hydroxy)methyl)-2-(methoxymethyl)-2-methyl-1,2,4,7-Tetrahydro-3H-pyrrolo[3',2':5,6]pyrido[3,4-b]pyrazin-3-one ClC1=C(C=CC(=C1)OC1=C(C(=CC=C1)F)OC)C(O)N1C2=C(NC(C1(C)COC)=O)C=NC1=C2C=CN1